5-[1-(5-amino-3-methyl-2-pyridyl)-3-(trifluoromethyl)pyrazol-4-yl]-N-[3-chloro-4-[4-(piperidine-4-carbonyl)piperazine-1-carbonyl]phenyl]-1-methyl-imidazole-2-carboxamide NC=1C=C(C(=NC1)N1N=C(C(=C1)C1=CN=C(N1C)C(=O)NC1=CC(=C(C=C1)C(=O)N1CCN(CC1)C(=O)C1CCNCC1)Cl)C(F)(F)F)C